3,6-di-tert-butyl-9-(3,5-dibromophenyl)-9H-carbazole C(C)(C)(C)C=1C=CC=2N(C3=CC=C(C=C3C2C1)C(C)(C)C)C1=CC(=CC(=C1)Br)Br